4-(trifluoromethyl)thiophen FC(C=1C=CSC1)(F)F